C1=C(C=CC2=CC=CC=C12)C1=NN(C(C1)C=1C=C2N=CC=NC2=CC1)C(CCC(=O)O)=O 4-(3-(Naphthalen-2-yl)-5-(quinoxalin-6-yl)-4,5-dihydro-1H-pyrazol-1-yl)-4-oxobutanoic acid